(4-(1H-indol-3-yl)-2-(3-methylmorpholino)-5,8-dihydropyrido[3,4-d]pyrimidin-7(6H)-yl)(cyclobutyl)methanone N1C=C(C2=CC=CC=C12)C=1C2=C(N=C(N1)N1C(COCC1)C)CN(CC2)C(=O)C2CCC2